(R)-N-(1-(3-(difluoromethyl)-2-fluorophenyl)ethyl)-6-(4-ethylpiperazin-1-yl)-7-(2-methoxyethoxy)-2-methylpyrido[2,3-d]pyrimidin-4-amine FC(C=1C(=C(C=CC1)[C@@H](C)NC=1C2=C(N=C(N1)C)N=C(C(=C2)N2CCN(CC2)CC)OCCOC)F)F